C(C)(=O)N1CCN(CC1)C(=O)C1=CC=C(OC2=CC=C(C(=N2)C)CN2CCC(CC2)N(C(=O)NC=2C(=CC(=C(C(=O)N)C2)F)F)CCCC)C=C1 5-{[{1-[(6-{4-[(4-acetyl-1-piperazinyl)carbonyl]phenoxy}-2-methyl-3-pyridinyl)methyl]-4-piperidinyl}(butyl)carbamoyl]amino}-2,4-difluorobenzamide